BrC=1C=C2C(=NC1)N=C(N2C)C 6-bromo-1,2-dimethyl-1H-imidazo[4,5-b]pyridine